C(C)(C)(C)N(C(O)=O)C1(CC1)COC.C(C)(C)(C)C1=CC2=C(C3=CC=CC=C3C=C2C=C1)OC(=O)CCC(=O)O 2-(tert-butyl)-9-(2-carboxy-ethyl)carbonyloxyanthracene tert-butyl-(1-(methoxymethyl)cyclopropyl)carbamate